(2R,3S,4S)-2-[(4-methoxyphenyl)methyl]-3,4-pyrrolidinediol 3-Methyl-acetate CCC(=O)O[C@H]1[C@H](NC[C@@H]1O)CC1=CC=C(C=C1)OC